C(C=1C(C(=O)OC(C)(C)C(C)C)=CC=CC1)(=O)OC(C)(C)C(C)C dithexyl phthalate